(2R)-N-((R)-(3-chloro-4-fluorophenyl)((1R,3s,5s)-6,6-difluorobicyclo-[3.1.0]hexane-3-yl)methyl)-2-methyl-3-oxopiperazine-1-carboxamide ClC=1C=C(C=CC1F)[C@H](NC(=O)N1[C@@H](C(NCC1)=O)C)C1C[C@H]2C([C@H]2C1)(F)F